CN1CCN(CC1)C1=NC=CC(=C1)NC=1N=CC2=C(N1)NC=C2C2=CC=1N(C=C2)N=CC1C(=O)NC1CCN(CC1)C 5-(2-((2-(4-methylpiperazin-1-yl)pyridin-4-yl)amino)-7H-pyrrolo[2,3-d]pyrimidin-5-yl)-N-(1-methylpiperidin-4-yl)pyrazolo[1,5-a]pyridine-3-carboxamide